4-Methyl-1,4,5-hexatrien-3-ol CC(C(C=C)O)=C=C